C=C1CC(OCC1)CCCCC 4-methylene-2-pentyltetrahydro-2H-pyran